tert-butyl-N-methyl-N-[[8-[4-(trifluoromethoxy)phenyl]-5-vinyl-6-quinolyl]methyl]carbamate C(C)(C)(C)OC(N(CC=1C(=C2C=CC=NC2=C(C1)C1=CC=C(C=C1)OC(F)(F)F)C=C)C)=O